2-Fluoro-N-methyl-5-((4-oxo-7-(5-(trifluoromethyl)-1H-pyrazol-4-yl)quinazolin-3(4H)-yl)methyl)benzamide FC1=C(C(=O)NC)C=C(C=C1)CN1C=NC2=CC(=CC=C2C1=O)C=1C=NNC1C(F)(F)F